copper bis(benzotriazol-1-yl) oxide N1(N=NC2=C1C=CC=C2)ON2N=NC1=C2C=CC=C1.[Cu]